tert-butyl (1-(7-(3-(dimethylcarbamoyl)-1-(tetrahydro-2H-pyran-2-yl)-1H-pyrazol-5-yl)quinolin-5-yl)cyclopropyl)carbamate CN(C(=O)C1=NN(C(=C1)C1=CC(=C2C=CC=NC2=C1)C1(CC1)NC(OC(C)(C)C)=O)C1OCCCC1)C